tert-butyl (10-(1-(2,6-dioxopiperidin-3-yl)-3-methyl-2-oxo-2,3-dihydro-1H-benzo[d]imidazol-4-yl)decyl)carbamate O=C1NC(CCC1N1C(N(C2=C1C=CC=C2CCCCCCCCCCNC(OC(C)(C)C)=O)C)=O)=O